OCC=1C=C(C(=O)O)C=C(C1)CO.OCC=1C=C(CC(C(=O)O)CCCCCC\C=C/C\C=C/CCCCC)C=C(C1)CO 3,5-bis(hydroxymethyl)benzyl-(9Z,12Z)-octadeca-9,12-dienoic acid 3,5-bis(hydroxymethyl)benzoate